N1=CN=C2N=CNC2=C1N[C@@H]1[C@H]([C@@H]([C@H]([C@@H](O1)CO)NC(=O)[C@@H]1CNCC1)O)O (S)-N-((2R,3R,4R,5S,6S)-6-((7H-purin-6-yl)amino)-4,5-dihydroxy-2-(hydroxymethyl)tetrahydro-2H-pyran-3-yl)pyrrolidine-3-carboxamide